C(C)(C)(C)OC(=O)N1C(CCC(=CC1)C1=C(C(=CC=2OCCOC21)NC2=NC(=CC(=N2)C)NC)F)C 5-[6-fluoro-7-[[4-methyl-6-(methylamino)pyrimidin-2-yl]amino]-2,3-dihydro-1,4-benzodioxin-5-yl]-2-methyl-2,3,4,7-tetrahydroazepine-1-carboxylic acid tert-butyl ester